ClC=1C(=NC=CC1I)N1CCOCC1 4-(3-chloro-4-iodopyridin-2-yl)morpholine